(ENANTHIC ACID), formate salt C(=O)O.C(CCCCCC)(=O)O